((ethylimino)methylene)-N3,N3-dimethyl-propane-1,3-diamine hydrochloride Cl.C(C)N=C=C(CCN(C)C)N